3',7-dihydroxy-2',4'-dimethoxyisoflavone OC=1C(=C(C2=COC3=CC(=CC=C3C2=O)O)C=CC1OC)OC